C(C1=CC=CC=C1)OC1=C(C=C(C=C1F)B(O)O)F (4-(benzyloxy)-3,5-difluorophenyl)boronic acid